1-(N,N-bis(2-ethylhexyl)aminomethyl)-5-carboxy-1,2,3-benzotriazole C(C)C(CN(CC(CCCC)CC)CN1N=NC2=C1C=CC(=C2)C(=O)O)CCCC